N-(5-fluoro-6-methoxy-1-isoquinolyl)-5-(5-methyl-1,3,4-thiadiazol-2-yl)-N-[(3R)-3-piperidyl]pyridine-2-carboxamide FC1=C2C=CN=C(C2=CC=C1OC)N(C(=O)C1=NC=C(C=C1)C=1SC(=NN1)C)[C@H]1CNCCC1